NC(CP(O)(=O)CCCCCC)=NO (2-amino-2-(hydroxyimino)ethyl)(n-hexyl)phosphinic acid